COC=1C=C(C=CC1)CN1C(NC2=NC=C(N=C21)C2=CC(=C(C(=C2)OC)OC)OC)=O 3-[(3-methoxyphenyl)methyl]-5-(3,4,5-trimethoxy-phenyl)-1H-imidazo[4,5-b]pyrazin-2-one